CN1N=CC2=CC(=CC=C12)C=1N=C2N(CC1)C=C(N=C2)C=2CCNCC2 2-(1-methyl-1H-indazol-5-yl)-7-(1,2,3,6-tetrahydropyridin-4-yl)-4H-pyrazino[1,2-a]pyrimidin